COC(=O)N1CC(CC1)C(=O)O.C=NC1=NC=CC=N1 methyleneaminopyrimidine methyl-pyrrolidine-1,3-dicarboxylate